1,4-diazaspiro[5.5]undecane-2,5-dione N1C(CNC(C12CCCCC2)=O)=O